Tert-butyl 7-(4,4,5,5-tetramethyl-1,3,2-dioxaborolan-2-yl)-3,4-dihydro-2H-quinoline-1-carboxylate CC1(OB(OC1(C)C)C1=CC=C2CCCN(C2=C1)C(=O)OC(C)(C)C)C